C1=C(N(C(=C1)C=O)CCCCCC(=O)O)CO The molecule is a pyrrole formed via Maillard reaction of epsilon-aminocaproic acid with glucose. It is a carboxylic acid and a N-substituted pyrraline.